C(CCCCCCCCCC(C)C)OCCCNCCCN N-(3-isotridecoxypropyl)-1,3-propanediamine